NC=1N=C(C2=C(N1)C=NN2CC=2C=C(C#N)C=CC2OC)NCCCC 3-{[5-amino-7-(butyl-amino)-1H-pyrazolo[4,3-d]pyrimidin-1-yl]methyl}-4-methoxybenzonitrile